C(C1=CC=CC=C1)(=O)OC(C(C)C)CC[C@@H](C)[C@H]1CC[C@H]2[C@@H]3CC=C4CC(CC[C@@]4([C@H]3CC[C@]12CC)C)=O (6R)-6-((8S,9S,10R,13R,14S,17R)-13-ethyl-10-methyl-3-oxo-2,3,4,7,8,9,10,11,12,13,14,15,16,17-tetradecahydro-1H-cyclopenta[a]phenanthren-17-yl)-2-methylheptan-3-yl benzoate